8-cyclopropyl-N-(2-methoxy-4-(1-methyl-1H-pyrazol-4-yl)phenyl)pyrido[3,4-d]pyrimidin-2-amine C1(CC1)C1=NC=CC2=C1N=C(N=C2)NC2=C(C=C(C=C2)C=2C=NN(C2)C)OC